C(CC)OC(=O)C1=CC=C(O)C=C1.[K] Kalium Propylparaben